1-(((S)-10-Hydroxy-7-((R)-4,4,4-trifluoro-2-methylbutanoyl)-7-azaspiro[4.5]decan-10-yl)methyl)-4-phenyl-5-(piperazin-1-carbonyl)pyridin-2(1H)-on O[C@]1(CCN(CC12CCCC2)C([C@@H](CC(F)(F)F)C)=O)CN2C(C=C(C(=C2)C(=O)N2CCNCC2)C2=CC=CC=C2)=O